CN([C@H]1[C@@H](CCCC1)NC)CC1=CC(=NC=C1)C=1C=C2CN(C(C2=CC1)=O)C1C(NC(CC1)=O)=O 3-(5-(4-((methyl((1R,2R)-2-(methylamino)cyclohexyl)amino)methyl)pyridin-2-yl)-1-oxoisoindolin-2-yl)piperidine-2,6-dione